methyl (S)-4-((1-(4-((4-cyclopropyl-1,5-naphthyridin-3-yl)amino)phenyl)-2,2,2-trifluoroethyl)(methyl)carbamoyl)piperidine-1-carboxylate C1(CC1)C1=C(C=NC2=CC=CN=C12)NC1=CC=C(C=C1)[C@@H](C(F)(F)F)N(C(=O)C1CCN(CC1)C(=O)OC)C